2,4-diamino-6-piperidino-pyrimidine-3-oxide NC1=NC(=CC(=[N+]1[O-])N)N1CCCCC1